C1=CCCCCCCCCCCCCCCCCCCCCCCC1 cyclopentacosene